1-(2-methylphenyl)prop-2-yn-1-one CC1=C(C=CC=C1)C(C#C)=O